(+)-9-(2-hydroxypropyl)adenine tert-butyl-N-[1-(7-chloro-8-fluoro-2-{[1-(morpholin-4-ylmethyl)cyclopropyl]methoxy}pyrido[4,3-d]pyrimidin-4-yl)-4-methyl-1,4-diazepan-6-yl]carbamate C(C)(C)(C)N(C(O)=O)C1CN(CCN(C1)C=1C2=C(N=C(N1)OCC1(CC1)CN1CCOCC1)C(=C(N=C2)Cl)F)C.OC(CN2C1=NC=NC(=C1N=C2)N)C